FC=1C=CC2=C(CCO2)C1CNC1=NC=C(C=2N1C=C(N2)C(=O)N)C=2C(=NC=CC2)C 5-(((5-fluoro-2,3-dihydrobenzofuran-4-yl)methyl)amino)-8-(2-methylpyridin-3-yl)imidazo[1,2-c]pyrimidine-2-carboxamide